(S)-N1-(1-(2-(bicyclo[1.1.1]pentan-1-ylamino)-2-oxoethyl)-2-oxo-1,2-dihydropyridin-3-yl)-2-(cinnoline-3-carboxamido)-N6-ethyl-5-oxohexanediamide C12(CC(C1)C2)NC(CN2C(C(=CC=C2)NC([C@H](CCC(C(=O)NCC)=O)NC(=O)C=2N=NC1=CC=CC=C1C2)=O)=O)=O